C(C)(=O)N1CCC(CC1)NC1=CC(=NC(=N1)Cl)C(=O)OC Methyl 6-((1-acetylpiperidin-4-yl) amino)-2-chloropyrimidine-4-carboxylate